N'-acetyl-4-amino-1-methyl-N-[[5-(trifluoromethyl)-1,3-benzothiazol-2-yl]methyl]pyrazolo[4,3-c]quinoline-8-carbohydrazide C(C)(=O)NN(C(=O)C1=CC=2C3=C(C(=NC2C=C1)N)C=NN3C)CC=3SC1=C(N3)C=C(C=C1)C(F)(F)F